Cl.N1(CCNCCC1)C1=CC=C(C=C1)C1=CC(=C2CN(C(C2=C1)=O)C(C(=O)NC=1SC=CN1)C1=C2N(C=N1)CCC2)F 2-[6-[4-(1,4-diazacycloheptan-1-yl)phenyl]-4-fluoro-1-oxo-isoindolin-2-yl]-2-(6,7-dihydro-5H-pyrrolo[1,2-c]imidazol-1-yl)-N-thiazol-2-yl-acetamide hydrochloride